NC1=CC=C(CN2CCCC2C)C=C1 1-(4-aminobenzyl)-5-methylpyrrolidin